FC1=NN(N=C1)C=1C=C(C=CC1C(F)(F)F)NC(=O)N1[C@@H]2C[C@@H](C[C@]1(C2)C=2OC(=NN2)C)C(F)(F)F (1S,3S,5R)-N-(3-(4-fluoro-2H-1,2,3-triazol-2-yl)-4-(trifluoromethyl)phenyl)-1-(5-methyl-1,3,4-oxadiazol-2-yl)-3-(trifluoromethyl)-6-azabicyclo[3.1.1]heptane-6-carboxamide